N-(4-chloro-1-(2,2-difluoroethyl)-7-nitro-1H-indazol-3-yl)-N-(4-methoxy-benzyl)cyclopropanesulfonamide ClC1=C2C(=NN(C2=C(C=C1)[N+](=O)[O-])CC(F)F)N(S(=O)(=O)C1CC1)CC1=CC=C(C=C1)OC